C(C)(C)(C)OC(=O)N1C(=C(C2=CC(=CC=C12)Br)C(C)C)C=1C=C(C=2N(C1)N=CN2)C 5-bromo-3-isopropyl-2-(8-methyl-[1,2,4]triazolo[1,5-a]pyridin-6-yl)-1H-indole-1-carboxylic acid tert-butyl ester